3,9-bis(3-aminopropyl)2,4,8,10-tetraoxaspiro(5.5)-undecane NCCCC1OCC2(CO1)COC(OC2)CCCN